4-(3,4-Dichlorophenyl)-5-phenyl-2-(2-thienylmethyl)imidazole sodium(VI) [Na+6].ClC=1C=C(C=CC1Cl)C=1N=C(NC1C1=CC=CC=C1)CC=1SC=CC1